C(C)(C)(C)OC(=O)N[C@H]1CS(C2=C(N(C1=O)CC1=CC=C(C=C1)Cl)C=C(C=C2)C2=NN=C(O2)C2(CCN(CC2)C(=O)OCC2=CC=CC=C2)C)(=O)=O benzyl 4-[5-[(3R)-3-(tert-butoxycarbonylamino)-5-[(4-chlorophenyl)methyl]-1,1,4-trioxo-2,3-dihydro-1λ6,5-benzothiazepin-7-yl]-1,3,4-oxadiazol-2-yl]-4-methyl-piperidine-1-carboxylate